Cl.CN1N=C(C=C1C#N)C1CNCC1 1-methyl-3-(pyrrolidin-3-yl)-1H-pyrazole-5-carbonitrile hydrochloride